C(C)(=O)C1=CC=C2C(N(C(C2=C1)=O)CC1=CC=C(C=C1)Cl)(C1=CC=C(C=C1)Cl)OCC(CBr)(CO)CO 6-acetyl-3-(3-bromo-2,2-bis(hydroxymethyl)propoxy)-2-(4-chlorophenylmethyl)-3-(4-chlorophenyl)isoindolin-1-one